5-[5-[5-chloro-2-[[5-(2-oxopyrrolidin-1-yl)-3-pyridyl]amino]pyrimidin-4-yl]-3,6-dihydro-2H-pyridine-1-carbonyl]-1H-pyridin-2-one ClC=1C(=NC(=NC1)NC=1C=NC=C(C1)N1C(CCC1)=O)C1=CCCN(C1)C(=O)C=1C=CC(NC1)=O